9,9'-spirobifluorene-2,2',7,7'-tetracarbonyl chloride C1=C(C=CC=2C3=CC=C(C=C3C3(C12)C1=CC(=CC=C1C=1C=CC(=CC13)C(=O)Cl)C(=O)Cl)C(=O)Cl)C(=O)Cl